C(C)(=O)OC1(CN(C1)CC1=CC(=C(C(=C1)C)C1CN(C1)C1=C(C=CC=C1Cl)Cl)C)C 1-(4-(1-(2,6-dichlorophenyl)azetidin-3-yl)-3,5-dimethylbenzyl)-3-methylazetidin-3-yl acetate